Boc-tert-leucine-d9 C(=O)(OC(C)(C)C)CC([C@](N([2H])[2H])(C(=O)O)[2H])(C([2H])([2H])[2H])C([2H])([2H])[2H]